BrC=1C(=NC(=NC1)C(F)(F)F)OC 5-bromo-4-methoxy-2-(trifluoromethyl)pyrimidine